C(C)OP(=O)(OCC)C1=CC=C(O1)C=1C=C(C=CC1F)C1=CC=CC=2N1C=C(N2)NC(=O)C2CC2 N-[5-[3-(5-diethoxyphosphoryl-2-furyl)-4-fluoro-phenyl]imidazo[1,2-a]pyridin-2-yl]cyclopropanecarboxamide